((S)-2-(2-(4-chlorophenyl)-2-methylpropanamido)hexanoyl)-D-glutamic acid ClC1=CC=C(C=C1)C(C(=O)N[C@H](C(=O)N[C@H](CCC(=O)O)C(=O)O)CCCC)(C)C